C(CCCCCCC)(=O)O.C(CCCCCCC)(=O)O.OCC(O)CO.OCC(O)CO.OCC(O)CO triglycerin dicaprylate